OC1=NC2=CC(=CC=C2C=C1)C=O 2-HYDROXYQUINOLINE-7-CARBOXALDEHYDE